N-[2-(4-formylcyclohexyl)-6-[(1S,4S)-2-oxa-5-azabicyclo[2.2.1]heptan-5-yl]-1-oxo-isoindolin-5-yl]-6-(trifluoromethyl)pyridine-2-carboxamide C(=O)C1CCC(CC1)N1C(C2=CC(=C(C=C2C1)NC(=O)C1=NC(=CC=C1)C(F)(F)F)N1[C@@H]2CO[C@H](C1)C2)=O